OC1CC(C)(C)C(=C(C1=O)C)\C=C\C(\C)=C\C=C\C(\C)=C\C=C\C=C(/C)\C=C\C=C(/C)\C=C\C1=C(C)C(C(CC1(C)C)O)=O 3,3'-dihydroxy-4,4'-diketo-beta-carotene